(S)-8-(2-(methoxycarbonyl)-6-(propylcarbamoyl)pyridin-3-yl)-5-methyl-4,5-dihydrobenzo[b]thieno[2,3-d]oxepine-9-carboxylic acid COC(=O)C1=NC(=CC=C1C=1C(=CC2=C(O[C@H](CC3=C2SC=C3)C)C1)C(=O)O)C(NCCC)=O